Isopropyl-carbamic acid 4-{4-[4-methyl-3-(4-pyridin-3-yl-pyrimidin-2-ylamino)-phenylcarbamoyl]-phenyl}-piperidin-1-ylmethyl ester CC1=C(C=C(C=C1)NC(=O)C1=CC=C(C=C1)C1CCN(CC1)COC(NC(C)C)=O)NC1=NC=CC(=N1)C=1C=NC=CC1